tert-butyl N-methyl-N-[3-[7-(4,4,5,5-tetramethyl-1,3,2-dioxaborolan-2-yl)-2-(trifluoromethyl)benzimidazol-1-yl]propyl]carbamate CN(C(OC(C)(C)C)=O)CCCN1C(=NC2=C1C(=CC=C2)B2OC(C(O2)(C)C)(C)C)C(F)(F)F